1-({2-[2-fluoro-5-(trifluoromethoxy)phenyl]-5H-pyrrolo[3,2-c]pyridin-5-yl}methyl)-1H-benzotriazole FC1=C(C=C(C=C1)OC(F)(F)F)C1=CC2=CN(C=CC2=N1)CN1N=NC2=C1C=CC=C2